O=C1OC2C(CN(CC2)C(=O)OC(C)(C)C)(N1)CCC1=CC(=CC=C1)C(F)(F)F tert-butyl 2-oxo-3a-(3-(trifluoromethyl)phenethyl)hexahydrooxazolo[4,5-c]pyridine-5(6H)-carboxylate